CCCC1=NC(=C2N1N=C(NC2=O)C3=C(C=CC(=C3)S(=O)(=O)N4CCN(CC4)CC)OCC)C The molecule is the sulfonamide resulting from formal condensation of the sulfo group of 4-ethoxy-3-(5-methyl-7-propylimidazo[5,1-f][1,2,4]triazin-4(1H)-one-2-yl)benzenesulfonic acid and the secondary amino group of 4-ethylpiperazine. It has a role as a vasodilator agent and an EC 3.1.4.* (phosphoric diester hydrolase) inhibitor. It is a N-alkylpiperazine, an imidazotriazine and a N-sulfonylpiperazine.